(R)-6-hydroxy-2-morpholino-8-(1-(phenylamino)ethyl)-4H-chromen-4-one OC=1C=C2C(C=C(OC2=C(C1)[C@@H](C)NC1=CC=CC=C1)N1CCOCC1)=O